C1NCC12CN(CC2)S(=O)(=O)N2[C@H]1CC(C[C@@H]2CC1)NC(=O)C1=NOC(=C1)C1COC1 N-((1R,3r,5S)-8-((2,6-diazaspiro[3.4]octan-6-yl)sulfonyl)-8-azabicyclo[3.2.1]octan-3-yl)-5-(oxetan-3-yl)isoxazole-3-carboxamide